2-(5-chloropyridin-2-yl)-10-methyl-7,8,9,10-tetrahydro-2H-pyrano[3,2-H]isoquinoline ClC=1C=CC(=NC1)C1C=CC=2C=CC=3CCNC(C3C2O1)C